(E)-4-(phenylsulfonyl)but-3-enoic acid C1(=CC=CC=C1)S(=O)(=O)/C=C/CC(=O)O